tertiary butylcatechol C(C)(C)(C)C1=C(C(O)=CC=C1)O